N-(4-(3H-diazirin-3-yl)butyl)acetamide N1=NC1CCCCNC(C)=O